(R)-6-((2-(3-(Aminomethyl)pyrrolidin-1-yl)-1H-benzo[d]imidazol-1-yl)methyl)nicotinonitril-hydrochlorid Cl.NC[C@@H]1CN(CC1)C1=NC2=C(N1CC1=NC=C(C#N)C=C1)C=CC=C2